CC1=CC2=C(C3=CC=CC=C3C=C2C=C1)OC(=O)CCC(=O)O 2-methyl-9-(2-carboxyethyl)carbonyloxyanthracene